NC=1C2=C(N=CN1)N(C1=C2C=CN=C1)CC(=O)OCCCC butyl 2-(4-amino-9H-pyrido[4',3':4,5]pyrrolo[2,3-d]pyrimidin-9-yl)acetate